C(C)(C)(C)OC(=O)N1CCC(CC1)=CCC.NC1=C(C=CC=C1)NC(CCCCCOC=1C=C(C=C2C(=NC=NC12)C)C=1C=NC(=CC1)OC)=O N-(2-aminophenyl)-6-((6-(6-methoxypyridin-3-yl)-4-methylquinazolin-8-yl)oxy)hexanamide tert-Butyl-4-propylidenepiperidine-1-carboxylate